2-[(2R)-2-amino-4-methylpentanoyl]-5-({2-[(2R)-2-amino-4-methylpentanoyl]-1,3-dioxo-2,3-dihydro-1H-inden-5-yl}sulfonyl)-2,3-dihydro-1H-indene-1,3-dione N[C@@H](C(=O)C1C(C2=CC=C(C=C2C1=O)S(=O)(=O)C=1C=C2C(C(C(C2=CC1)=O)C([C@@H](CC(C)C)N)=O)=O)=O)CC(C)C